C(C)OC(=O)C=1OC2=C(C1C)C=C(C=C2)S(N(CCC2=CC=CC=C2)CC2=C(C=CC=C2)N2CCN(CC2)S(=O)(=O)C)(=O)=O 3-Methyl-5-(N-(2-(4-methylsulfonylpiperazin-1-yl)benzyl)-N-phenethylsulfamoyl)benzofuran-2-carboxylic acid ethyl ester